4-((8-(4-Cyanophenyl)-2,3-dihydro-4H-pyrido[4,3-b][1,4]oxazin-4-yl)sulfonyl)benzonitrile C(#N)C1=CC=C(C=C1)C1=CN=CC2=C1OCCN2S(=O)(=O)C2=CC=C(C#N)C=C2